(S)-((1-((1-(3,5-difluorophenyl)pyrrolidin-2-yl)methyl)-1H-pyrazol-4-yl)methyl)carbamic acid tert-butyl ester C(C)(C)(C)OC(NCC=1C=NN(C1)C[C@H]1N(CCC1)C1=CC(=CC(=C1)F)F)=O